O1CCC(=CC1)C1=CC=2N(C=C1)C(=CN2)C2=CC(=C(C(=O)NCC(F)(F)F)C(=C2)OC)OC 4-[7-(3,6-dihydro-2H-pyran-4-yl)imidazo[1,2-a]pyridin-3-yl]-2,6-dimethoxy-N-(2,2,2-trifluoroethyl)benzamide